S(=O)(=O)(O)C[C@H](N)C(=O)O 3-sulfo-alanine